N(=N[N-]CC(CC)C)[N-]CC(CC)C azobis(2-methylbutylamide)